CC1C(CC1)C(=O)O 2-methylcyclobutane-1-carboxylic acid